6-(5-chloro-2-(((1R*,2S*,3R*,5S*)-(±)-2-hydroxy-8-(methylsulfonyl)-8-azabicyclo[3.2.1]octan-3-yl)amino)pyrimidin-4-yl)-4-fluoro-1-isopropyl-2-methyl-1H-indole-3-carbonitrile ClC=1C(=NC(=NC1)N[C@H]1[C@@H]([C@H]2CC[C@@H](C1)N2S(=O)(=O)C)O)C2=CC(=C1C(=C(N(C1=C2)C(C)C)C)C#N)F |r|